O=C1CCN(CC1)C(=O)OCCCC Z-butyl 4-oxopiperidine-1-carboxylate